3-(4-(1,1-difluoro-2-hydroxypropoxy)-7-(thiazol-2-yl)benzo[d]oxazol-2-yl)-3,6-diazabicyclo[3.1.1]heptan-6-ol FC(C(C)O)(OC1=CC=C(C2=C1N=C(O2)N2CC1N(C(C2)C1)O)C=1SC=CN1)F